NC1=CC=C(C=C1)C(C=CC1=CC=C(C=C1)N(C)CCO)=O 1-(4-Aminophenyl)-3-[4-[2-hydroxyethyl-(methyl)amino]phenyl]prop-2-en-1-one